COC[C@@H]1COCCN1C=1C=C(C=C(C1)B1OC(C(O1)(C)C)(C)C)C1(COC1)O (R)-3-(3-(3-(methoxymethyl)morpholino)-5-(4,4,5,5-tetramethyl-1,3,2-dioxaborolan-2-yl)phenyl)oxetan-3-ol